FC(C(=O)[O-])(F)F.COC=1C=C(C=CC2=NC(=NC(=C2)C=CC2=CC(=C(C(=C2)OC)OC)OC)OCCCCCCNC(=[NH2+])N)C=C(C1OC)OC 6-(4,6-bis(3,4,5-trimethoxystyryl)pyrimidin-2-oxy)hexylguanidinium trifluoroacetate